ClC1=C(C=NC2=CC=C(C=C12)Cl)C=1OC=CN1 (4,6-dichloro-3-quinolinyl)oxazole